FC=1C=C(C(=O)N[C@@H]2CN(CC2)C2=NC=CC=N2)C=CC1C1=NC=CC2=C1C=CO2 (S)-3-fluoro-4-(furo[3,2-c]pyridin-4-yl)-N-[1-(pyrimidin-2-yl)pyrrolidin-3-yl]benzamide